4-[5-[2-(3-Hydroxyphenyl)ethynyl]pyridine-3-carbonyl]piperazin OC=1C=C(C=CC1)C#CC=1C=C(C=NC1)C(=O)N1CCNCC1